tert-butyl ((5-(4-(((1H-pyrazol-4-yl)methyl)(propyl)carbamoyl)-2-amino-3H-benzo[b]azepin-8-yl)pyrimidin-2-yl)methyl)carbamate N1N=CC(=C1)CN(C(=O)C1=CC2=C(N=C(C1)N)C=C(C=C2)C=2C=NC(=NC2)CNC(OC(C)(C)C)=O)CCC